O=C1NC(CCC1N1C(C2=CC=C(C=C2C1)CNC(C1=CC=C(C=C1)CCC(NOC1OCCCC1)=O)=O)=O)=O N-((2-(2,6-dioxopiperidin-3-yl)-1-oxoisoindolin-5-yl)methyl)-4-(3-oxo-3-(((tetrahydro-2H-pyran-2-yl)oxy)amino)propyl)benzamide